2-trans-4-cis-7-cis-tridecantrienal C(\C=C\C=C/C=C\CCCCCC)=O